N2-((2,2-difluorocyclopropyl)methyl)-6-(6-(trifluoromethyl)pyridin-2-yl)-N4-(2-(trifluoromethyl)pyridin-4-yl)-1,3,5-triazine-2,4-diamine FC1(C(C1)CNC1=NC(=NC(=N1)NC1=CC(=NC=C1)C(F)(F)F)C1=NC(=CC=C1)C(F)(F)F)F